(E)-5-bromo-2-(3,7-dimethylocta-2,6-dien-1-yl)benzene-1,3-diol BrC=1C=C(C(=C(C1)O)C\C=C(\CCC=C(C)C)/C)O